methyl 3-(bromomethyl)benzoate BrCC=1C=C(C(=O)OC)C=CC1